α-aminopentanoic acid NC(C(=O)O)CCC